COC=1C=C2NCCN(C2=CC1)S(=O)(=O)C1=CC=CC2=CC=CC=C12 6-methoxy-1-(naphthalene-1-sulfonyl)-1,2,3,4-tetrahydroquinoxaline